tert-butyl (1-((1-(2-(2,6-dioxopiperidin-3-yl)-1,3-dioxoisoindolin-4-yl) piperidin-4-yl)methyl)piperidin-4-yl)carbamate O=C1NC(CCC1N1C(C2=CC=CC(=C2C1=O)N1CCC(CC1)CN1CCC(CC1)NC(OC(C)(C)C)=O)=O)=O